phenyl-N-(4-(trifluoromethyl)benzyl)acetamide C1(=CC=CC=C1)CC(=O)NCC1=CC=C(C=C1)C(F)(F)F